N1(CCC1)C1=NC=C(C=N1)[C@@H](C)N1N=CC(=C1)NC(=O)C1=NC(=CN=C1)C1=C(C(=CC=C1C(F)(F)F)Cl)F (R)-N-(1-(1-(2-(Azetidin-1-yl)pyrimidin-5-yl)ethyl)-1H-pyrazol-4-yl)-6-(3-chloro-2-fluoro-6-(trifluoromethyl)phenyl)pyrazine-2-carboxamide